2-chloro-N-(3-(6-chlorobenzo[d]oxazol-2-yl)-2-methylphenyl)-4-nitrobenzamide ClC1=C(C(=O)NC2=C(C(=CC=C2)C=2OC3=C(N2)C=CC(=C3)Cl)C)C=CC(=C1)[N+](=O)[O-]